[4-[(E)-cinnamyl]piperazin-1-yl]-(3,4-diisopropoxyphenyl)methan C(\C=C\C1=CC=CC=C1)N1CCN(CC1)CC1=CC(=C(C=C1)OC(C)C)OC(C)C